BrC=1C(=NC=C(C1)[N+](=O)[O-])NC(OC(C)(C)C)=O tert-butyl N-(3-bromo-5-nitro-2-pyridyl)carbamate